COC(CC=1SC2=C(N1)C=CC(=C2)C2=C(NC=1N(C2=O)N=C(C1C1=CC=CC=C1)C1=CC=CC=C1)C)=O 2-(6-(5-methyl-7-oxo-2,3-diphenyl-4,7-dihydropyrazolo[1,5-a]pyrimidin-6-yl)benzo[d]thiazol-2-yl)acetic acid methyl ester